BrC=1C=CC(N(C1)CC(=O)C1=C(N(C(=C1)C)CC1=CC=C(C=C1)F)C)=O 5-bromo-1-(2-(1-(4-fluorobenzyl)-2,5-dimethyl-1H-pyrrol-3-yl)-2-oxoethyl)pyridin-2(1H)-one